3-[[(R)-2-methylpropan-2-sulfinyl]imino]spiro[furo[2,3-b]pyridine-2,4'-piperidine]-1'-carboxylic acid tert-butyl ester C(C)(C)(C)OC(=O)N1CCC2(CC1)C(C=1C(=NC=CC1)O2)=N[S@](=O)C(C)(C)C